BrC=1C=2C(C=3C(=NC(=NC3C1)Cl)N1CCOCCC1)=CN(N2)C 4-(4-bromo-7-chloro-2-methyl-pyrazolo[4,3-f]quinazolin-9-yl)-1,4-oxazepane